7-(2-((4-(1,4-diazepan-1-yl)-2-ethylphenyl)amino)-5-(trifluoromethyl)pyrimidin-4-yl)-2,3-dihydro-5H-thieno[3,2-e][1,4]oxathiepine 1,1-dioxide N1(CCNCCC1)C1=CC(=C(C=C1)NC1=NC=C(C(=N1)C1=CC=2S(CCOCC2S1)(=O)=O)C(F)(F)F)CC